ClC1=CC=C(C=C1)C1=C2C(=C(N=N1)NC[C@@H](C)O)C=NC=C2 |r| rac-(2R)-1-[[1-(4-chlorophenyl)pyrido[3,4-d]pyridazin-4-yl]amino]propan-2-ol